4-cyano-1-methyl-3-(trifluoromethyl)-1H-pyrazole-5-carboxylic acid ethyl ester C(C)OC(=O)C1=C(C(=NN1C)C(F)(F)F)C#N